(R)-N2-(3,3-Difluoro-1-methylpiperidin-4-yl)-5-(3-(2,2-difluoroethyl)-3H-[1,2,3]triazolo[4,5-b]pyridin-5-yl)-N4-methylpyrrolo[2,1-f][1,2,4]triazine-2,4-diamine FC1(CN(CC[C@H]1NC1=NN2C(C(=N1)NC)=C(C=C2)C2=CC=C1C(=N2)N(N=N1)CC(F)F)C)F